FC=1C(=C(C=C(C1)C(F)(F)F)O)C=1C=2N(C(=NN1)N[C@H]1CN(CCC1)C1CCOCC1)C=CC2 3-fluoro-2-(4-{[(3R)-1-(oxan-4-yl)piperidin-3-yl]amino}pyrrolo[1,2-d][1,2,4]triazin-1-yl)-5-(trifluoromethyl)phenol